C(C1=CC=CC=C1)OC1=C(C=CC=C1)C1CCC(CC1)OC[C@]1(C[C@H](CC1)NS(=O)(=O)C)C(=O)O (1S,3S)-1-((((1s,4R)-4-(2-(benzyloxy)phenyl)cyclohexyl)oxy)methyl)-3-(methylsulfonamido)cyclopentane-1-carboxylic acid